O=C1NC=CC=C1C=1C=NC=C(C1)CNC(OCCC=1C(OC2=CC(=CC=C2C1C)N(CC)CC)=O)=O 2-(7-(diethylamino)-4-methyl-2-oxo-2H-chromen-3-yl)ethyl ((2'-oxo-1',2'-dihydro-[3,3'-bipyridin]-5-yl)methyl)carbamate